S(OC1=CC=C(C=C1)OCC1=CC=C(C=C1)C1=CC=NN1)(=O)(=O)F 4-((4-(1H-pyrazol-5-yl)benzyl)oxy)phenyl sulfurofluoridate